C(#N)C(C(=O)NC=1C=CC=C2C(=CNC12)C1=CC(=NC=C1)NC(=O)C1CC1)C N-(4-(7-(2-cyanopropanamido)-1H-indol-3-yl)pyridin-2-yl)cyclopropanecarboxamide